NC=1C=CC(=NC1)NC[C@H](CO)O (R)-3-((5-aminopyridin-2-yl)amino)propan-1,2-diol